2-(2-((4-((4-(benzo[d][1,3]dioxol-4-ylamino)-5-bromopyrimidin-2-yl)amino)piperidin-1-yl)sulfonyl)ethyl)isoindoline-1,3-dione O1COC2=C1C=CC=C2NC2=NC(=NC=C2Br)NC2CCN(CC2)S(=O)(=O)CCN2C(C1=CC=CC=C1C2=O)=O